(S)-4-(((1-Acetylpiperidin-4-yl)amino)methyl)-N-(2-chloro-3-(3'-chloro-6-methoxy-5-((((5-oxopyrrolidin-2-yl)methyl)amino)methyl)-[2,4'-bipyridin]-2'-yl)phenyl)-5-methoxypicolinamide C(C)(=O)N1CCC(CC1)NCC1=CC(=NC=C1OC)C(=O)NC1=C(C(=CC=C1)C1=NC=CC(=C1Cl)C1=NC(=C(C=C1)CNC[C@H]1NC(CC1)=O)OC)Cl